ClC1=C(C(=O)N(C)OC)C=C(C=C1)CN1N=NC(=C1)C1=C(N=C2N1C=CC=C2)C2=CC=C(C=C2)Cl 2-Chloro-5-((4-(2-(4-chlorophenyl)imidazo[1,2-a]pyridin-3-yl)-1H-1,2,3-triazol-1-yl)methyl)-N-methoxy-N-methylbenzamid